1-[(1S,4S)-5-[4-(4-chloro-2-fluoro-5-methoxy-anilino)pyrido[3,2-d]pyrimidin-6-yl]-2,5-diazabicyclo[2.2.1]heptan-2-yl]prop-2-en-1-one ClC1=CC(=C(NC=2C3=C(N=CN2)C=CC(=N3)N3[C@@H]2CN([C@H](C3)C2)C(C=C)=O)C=C1OC)F